(E)-4,4-dimethyl-2-(2-methoxy-2-oxoethyl)-2-pentenoic acid CC(/C=C(/C(=O)O)\CC(=O)OC)(C)C